N-(4-piperidinyl)benzamide C1CNCCC1NC(=O)C2=CC=CC=C2